(1S,3R)-1-{[6-Amino-9-(2-propyn-1-yl)-9H-purin-2-yl]ethynyl}-3-methylcyclohexanol NC1=C2N=CN(C2=NC(=N1)C#C[C@]1(C[C@@H](CCC1)C)O)CC#C